C(C)OC1=NC=CC=C1C1=NC=2N(C=C1C)C(=NC2C)C(C)C 2-(2-ethoxy-3-pyridinyl)-6-isopropyl-3,8-dimethyl-imidazo[1,5-a]pyrimidine